C(C1=CC=CC=C1)OC(NC1=CC(=C(C=C1)C1C(C(C1)=O)(Cl)Cl)Cl)=O.ClC=1C=C(C=CC1C1CC(C1)=O)NC(OCC1=CC=CC=C1)=O Benzyl N-[3-chloro-4-(3-oxocyclobutyl)phenyl]carbamate Benzyl-N-[3-chloro-4-(2,2-dichloro-3-oxocyclobutyl)phenyl]carbamate